(3-fluorophenyl)-6-(6,7-dimethoxyquinolin-4-oxy)-3,4-dihydroquinoline-1(2H)-carboxamide mesylate S(C)(=O)(=O)O.FC=1C=C(C=CC1)C1N(C2=CC=C(C=C2CC1)OC1=CC=NC2=CC(=C(C=C12)OC)OC)C(=O)N